3-((3-methylenepentan-2-yl)oxy)propanenitrile C=C(C(C)OCCC#N)CC